N-((1,2,3,5,6,7-hexahydro-s-indacen-4-yl)carbamoyl)thiazole-2-sulfonamide C1CCC2=C(C=3CCCC3C=C12)NC(=O)NS(=O)(=O)C=1SC=CN1